4-NITROCINNAMALDEHYDE [N+](=O)([O-])C1=CC=C(C=CC=O)C=C1